[Si](C)(C)(C(C)(C)C)OCCCC[C@@H](C)OC=1C(=NC=C(N1)C)S(=O)(=O)Cl |r| (RS)-3-((6-((tert-butyldimethylsilyl)oxy)hexan-2-yl)oxy)-5-methylpyrazine-2-sulfonyl chloride